2-(3-chlorophenyl)propyl 2,2-dimethylpropanoate CC(C(=O)OCC(C)C1=CC(=CC=C1)Cl)(C)C